OC1=CC=C(C(=O)OCCCCCCCCCCCCCCCCCCCCCCCC)C=C1 tetracosyl p-hydroxybenzoate